4-(2-aminoethyl)-2,3-diphenyl-6-(quinolin-6-yl)pyrazolo[1,5-a]pyrimidin-7(4H)-one NCCN1C=2N(C(C(=C1)C=1C=C3C=CC=NC3=CC1)=O)N=C(C2C2=CC=CC=C2)C2=CC=CC=C2